N1N=C(C=C1)CC(=O)O (1H-PYRAZOL-3-YL)-ACETIC ACID